bis(vinyl)-5,5'-biphenyl C(=C)C1=CC=C(C=C1)C=1C=CC(=CC1)C=C